FC(C1(CC1)NC1CC2(CNC2)C1)(F)F N-[1-(trifluoromethyl)cyclopropyl]-2-azaspiro[3.3]heptane-6-amine